4-[3-(Carbamoylamino)propoxy]-N-[(7S)-4-fluorobicyclo[4.2.0]octa-1,3,5-trien-7-yl]-N'-hydroxy-1,2,5-oxadiazol-3-carboximidamid C(N)(=O)NCCCOC=1C(=NON1)C(N[C@@H]1C2=CC(=CC=C2C1)F)=NO